FC(C1=NN=C(S1)C1=NC=C2N1C=C(C=C2N2CCN(CC2)C(C(C)C)=O)S(=O)(=O)NC2(COC2)C)F 3-(5-(difluoromethyl)-1,3,4-thiadiazol-2-yl)-8-(4-isobutyrylpiperazin-1-yl)-N-(3-methyloxetan-3-yl)imidazo[1,5-a]pyridine-6-sulfonamide